C(#N)C1=C(C=CC=C1)[C@H]([C@H](C)C=1N(C(C(=C(N1)C(=O)NC=1C=NOC1)O)=O)C)C1=CC=CC=C1 2-((1r,2s)-1-(2-cyanophenyl)-1-phenylpropan-2-yl)-5-hydroxy-N-(isoxazol-4-yl)-1-methyl-6-oxo-1,6-dihydropyrimidine-4-carboxamide